NC1=NC=2C=C(C=CC2C2=C1N=C(N2)C2CCN(CC2)C(=O)OC(C)(C)C)Br tert-butyl 4-(4-amino-7-bromo-1H-imidazo[4,5-c]quinolin-2-yl)piperidine-1-carboxylate